4-[4-(5-Cyclopropylmethoxymethyl-thiophen-2-yl)-2,6-difluoro-phenoxy]-butyric acid ethyl ester C(C)OC(CCCOC1=C(C=C(C=C1F)C=1SC(=CC1)COCC1CC1)F)=O